8-isopropyl-2-(5-methylthiazol-2-yl)-5-(4-(trifluoromethyl)benzyl)-5,8-diazaspiro[3.5]nonane-6,9-dione C(C)(C)N1CC(N(C2(CC(C2)C=2SC(=CN2)C)C1=O)CC1=CC=C(C=C1)C(F)(F)F)=O